FC=1C=C(C=CC1C1=C2CNC(C2=C(C=C1)C=1NC(=CN1)C)=O)NC(=O)NC1=C(C=CC=C1)C(F)(F)F 1-{3-fluoro-4-[7-(5-methyl-1H-imidazol-2-yl)-1-oxo-2,3-dihydro-1H-isoindol-4-yl]-phenyl}-3-(2-trifluoromethyl-phenyl)-urea